bis-aminoxycarbamate O(N)N(C([O-])=O)ON